COC(=O)C(NC(=O)OCC1=CC=CC=C1)P(=O)(OC)OC Z-α-Phosphonoglycine trimethyl ester